ClC=1C(=NC2=CC=C(C=C2C1)I)N1CCNCC1 3-chloro-6-iodo-2-piperazin-1-yl-quinoline